p-methoxyTriazine ethyl-2-(1-(tert-butoxycarbonyl)-2,5-dihydro-1H-pyrrol-3-yl)-4-(perfluoroethyl)imidazo[1,2-a][1,8]naphthyridine-8-carboxylate C(C)OC(=O)C=1N=C2N(C=3N=C(C=C(C3C=C2)C(C(F)(F)F)(F)F)C=2CN(CC2)C(=O)OC(C)(C)C)C1.COC1=NN=NC=C1